(2S)-N-{(1S)-1-cyano-2-[(3S,6R)-6-methyl-2-oxopiperidin-3-yl]ethyl}-4-methyl-2-(2-methyl-4-oxo-3,4-dihydro-5H-imidazo[4,5-c]pyridin-5-yl)pentanamide C(#N)[C@H](C[C@H]1C(N[C@@H](CC1)C)=O)NC([C@H](CC(C)C)N1C(C2=C(C=C1)N=C(N2)C)=O)=O